N[C@@H]1C2=CC=CC=C2CC12CCN(CC2)C=2N(C(C(=CN2)C#CCC2=CC=C(C(=C2C#N)O)Cl)=O)C (S)-6-(3-(2-(1-amino-1,3-dihydrospiro[indene-2,4'-piperidine]-1'-yl)-1-methyl-6-oxo-1,6-dihydropyrimidin-5-yl)prop-2-yn-1-yl)-3-chloro-2-hydroxybenzonitrile